tert-butyl N-[(1S)-1-(dicyclopropylmethyl)-2-[[5-(3,5-dimethyl-1H-pyrazol-4-yl)pyrazin-2-yl]amino]-2-oxo-ethyl]carbamate C1(CC1)C([C@@H](C(=O)NC1=NC=C(N=C1)C=1C(=NNC1C)C)NC(OC(C)(C)C)=O)C1CC1